methoxymethyl 3-(dimethylamino)-5-hydroxy-2-toluate CN(C1=C(C(=CC(=C1)O)C)C(=O)OCOC)C